The molecule is a ribonic acid having L-configuration. It has a role as a bacterial metabolite. It is an enantiomer of a D-ribonic acid. C([C@@H]([C@@H]([C@@H](C(=O)O)O)O)O)O